N1=C(C=CC(=C1)S(=O)(=O)N1CC2(CC1)CCN(CC2)CCC(C)(C)C)C2=CC=NC=C2 2-([2,4'-Bipyridin]-5-ylsulfonyl)-8-(3,3-dimethylbutyl)-2,8-diazaspiro[4.5]decane